6-(2-chloro-3-bromophenyl)-1,4-benzodioxane ClC1=C(C=CC=C1Br)C1=CC2=C(OCCO2)C=C1